dipropyl (E)-but-2-enediate C(\C=C\C(=O)OCCC)(=O)OCCC